BrC1=CC=2C3(C4=CC=CC=C4C2C=C1)C1=CC(=CC=C1C=1C=CC=CC13)Br 2,7'-Dibromo-9,9'-spirobifluorene